6-[(3S)-3-(cyanomethyl)piperazin-1-yl]-N-(3-hydroxy-1-naphthyl)-2-[(1-methyl-3-piperidyl)methylamino]pyrimidine-4-carboxamide C(#N)C[C@H]1CN(CCN1)C1=CC(=NC(=N1)NCC1CN(CCC1)C)C(=O)NC1=CC(=CC2=CC=CC=C12)O